FC1=C(C=C(C(=C1)N[C@@H](CC)C1=CC=CC=C1)C)S(=O)(=O)NC=1SC=CN1 (S)-2-fluoro-5-methyl-4-((1-phenylpropyl)amino)-N-(thiazol-2-yl)benzenesulfonamide